4-(5,6,7,8-Tetrahydropyrido[4,3-d]pyrimidin-4-yl)piperazine-1-carboxylic acid tert-butyl ester C(C)(C)(C)OC(=O)N1CCN(CC1)C=1C2=C(N=CN1)CCNC2